5-bromo-7-fluoro-3H-isobenzofuran-1-one BrC=1C=C2COC(C2=C(C1)F)=O